C1(CCCCCCC1)=S Cyclooctanethion